1,1,7-trimethyl-4-methylene-1,2,3,4-tetrahydronaphthalene CC1(CCC(C2=CC=C(C=C12)C)=C)C